(4-(1-hydroxypropyl)phenyl)silane OC(CC)C1=CC=C(C=C1)[SiH3]